CN(C(C1=CC=C(C=C1)OCCNC1=NC(=NC2=CC=CC=C12)N1CCCCC1)=O)C N,N-dimethyl-4-(2-((2-(piperidin-1-yl)quinazolin-4-yl)amino)ethoxy)benzamide